ClC=1C=C(C=CC1)NC(=O)NC1=CC(=C(C=C1)OCCCN(C)C)C=1N(N=CC1)C 1-(3-Chloro-phenyl)-3-[4-(3-dimethylamino-propoxy)-3-(2-methyl-2H-pyrazol-3-yl)-phenyl]-urea